methyl [{(6R,7S)-3-(benzyloxy)-7-[(tert-butoxycarbonyl)amino]-1-fluoro-6-hydroxy-5,6,7,8-tetrahydronaphthalen-2-yl}(trifluoroacetyl)amino]acetate C(C1=CC=CC=C1)OC=1C(=C(C=2C[C@@H]([C@@H](CC2C1)O)NC(=O)OC(C)(C)C)F)N(C(C(F)(F)F)=O)CC(=O)OC